(R)-7'-((2-Acetyl-2-azaspiro[3.3]hept-6-yl)amino)-2'-(3-(3,4-dihydroisoquinolin-2(1H)-yl)-2-hydroxypropyl)-2',3'-dihydro-1'H-spiro[cyclopropane-1,4'-isoquinolin]-1'-one C(C)(=O)N1CC2(C1)CC(C2)NC2=CC=C1C3(CN(C(C1=C2)=O)C[C@@H](CN2CC1=CC=CC=C1CC2)O)CC3